2-[[1-(3,5-dichloropyrazol-1-yl)cyclopropanecarbonyl]amino]-4-[2-ethoxyethyl-[4-(5,6,7,8-tetrahydro-1,8-naphthyridin-2-yl)butyl]amino]butanoic acid ClC1=NN(C(=C1)Cl)C1(CC1)C(=O)NC(C(=O)O)CCN(CCCCC1=NC=2NCCCC2C=C1)CCOCC